CC=1N=C(SC1C)NC(C1=C(C=CC=C1)NC(CCCCCCCCCCCO)=O)=O N-(4,5-dimethylthiazol-2-yl)-2-(12-hydroxydodecanoylamino)benzamide